C(C)C(CC)NC=1C=C(C=2N(N1)C(=NN2)C(C)C)N N6-(1-ethylpropyl)-3-isopropyl-[1,2,4]triazolo[4,3-b]pyridazine-6,8-diamine